C(#N)C1(CC1)C=1C=C2C(=CC=NC2=CC1)C(=O)O 6-(1-cyanocyclopropyl)quinoline-4-carboxylic acid